NC1=NC2=CC=C(C=C2C=C1C)C(=O)N(CC1=NC=C(C=C1)C(F)(F)F)C[C@@H]1C[C@@H](CC1)O 2-amino-N-(((1S,3R)-3-hydroxycyclopentyl)methyl)-3-methyl-N-((5-(trifluoromethyl)-2-pyridinyl)methyl)-6-quinolinecarboxamide